3-(5-(3-fluoro-4-((3-(pyridin-3-yl)azetidin-1-yl)methyl)pyridin-2-yl)-1-oxoisoindolin-2-yl)piperidine-2,6-dione FC=1C(=NC=CC1CN1CC(C1)C=1C=NC=CC1)C=1C=C2CN(C(C2=CC1)=O)C1C(NC(CC1)=O)=O